2-((3,5-dichloro-4-(4-(3-fluoro-5-methoxybenzoyl)-2,6-dimethylphenoxy)phenyl)amino)-2-oxoacetic acid ClC=1C=C(C=C(C1OC1=C(C=C(C=C1C)C(C1=CC(=CC(=C1)OC)F)=O)C)Cl)NC(C(=O)O)=O